2-(4-chlorophenyl)-4,5-dihydrooxazole ClC1=CC=C(C=C1)C=1OCCN1